C(C1=CC=CC=C1)N1CC(=C(CC1)F)Br 1-benzyl-3-bromo-4-fluoro-5,6-dihydro-2H-pyridine